BrC1=C(C=CC=C1)C=1N=C2N(C=CC(=C2)C(=O)NC)C1CC 2-(2-bromophenyl)-3-ethyl-N-methylimidazo[1,2-a]pyridine-7-carboxamide